indole-2,5-dicarboxylic acid N1C(=CC2=CC(=CC=C12)C(=O)O)C(=O)O